1-(4-chloropyrimidin-2-yl)-3-(3,4-dichlorophenyl)urea ClC1=NC(=NC=C1)NC(=O)NC1=CC(=C(C=C1)Cl)Cl